CC=1OC2=C(C1C(=O)N[C@@H]1CN(CC1)C(=O)OC(C)(C)C)C=C(C=C2)OCC=2C=NC=C(C2)C tert-butyl (S)-3-(2-methyl-5-((5-methylpyridin-3-yl)methoxy)benzofuran-3-carboxamido)pyrrolidine-1-carboxylate